cyclopropyl N-[(1S)-1-[[2-chloro-5-[2-(4-methylpiperazin-1-yl)-4-pyridyl]phenyl]methyl]-2-[4-(3,5-dimethylimidazol-4-yl)anilino]-2-oxo-ethyl]carbamate ClC1=C(C=C(C=C1)C1=CC(=NC=C1)N1CCN(CC1)C)C[C@@H](C(=O)NC1=CC=C(C=C1)C=1N(C=NC1C)C)NC(OC1CC1)=O